carboxymethyl-(dimethyl)ammonium C(=O)(O)C[NH+](C)C